tert-butyl 3,3-difluoro-4-(2-methyl-5-((3-(trifluoromethyl)pyridin-2-yl)methoxy)benzofuran-3-carboxamido)piperidine-1-carboxylate FC1(CN(CCC1NC(=O)C1=C(OC2=C1C=C(C=C2)OCC2=NC=CC=C2C(F)(F)F)C)C(=O)OC(C)(C)C)F